O=C1N(CC2=CC=C(C=C12)CCCCC(N1CCC(CC1)N1N=CC(=C1)C1=NC2=CC=CC=C2C=C1)=O)C1C(NC(CC1)=O)=O 3-(1-oxo-6-(5-oxo-5-(4-(4-(quinolin-2-yl)-1H-pyrazol-1-yl)piperidin-1-yl)pentyl)isoindolin-2-yl)piperidine-2,6-dione